trans-1-Ethyl-4-((5-(imidazo[1,2-a]pyrimidin-6-yl)-4-methoxypyrrolo[2,1-f][1,2,4]triazin-2-yl)amino)cyclohexan-1-ol C(C)C1(CCC(CC1)NC1=NN2C(C(=N1)OC)=C(C=C2)C=2C=NC=1N(C2)C=CN1)O